4,4-dimethylbipyridyl CC1(CC(=NC=C1)C1=NC=CC=C1)C